N[C@@H](CCC(=O)[O-])C(=O)[O-].[Sr+2] Strontium glutamat